1-(4-(6-chloro-8-fluoro-7-(5-methyl-1H-indazol-4-yl)-2-(1-methylpyrrolidin-3-ylamino)quinazolin-4-yl)piperazin-1-yl)prop-2-en-1-one ClC=1C=C2C(=NC(=NC2=C(C1C1=C2C=NNC2=CC=C1C)F)NC1CN(CC1)C)N1CCN(CC1)C(C=C)=O